CN1C(O[C@H](C1)COC=1C=C(C(=O)O)C=C(C1)C=1SC(=CN1)C)=O 3-{[(5R)-3-methyl-2-oxo-1,3-oxazolidin-5-yl]methoxy}-5-(5-methyl-1,3-thiazol-2-yl)benzoic acid